2,5-di-methyl-2,5-di(t-butylperoxy)hexane CC(C)(CCC(C)(OOC(C)(C)C)C)OOC(C)(C)C